CN(C=1C=C(C(=O)NC2=CC(=C(C=C2)C)NC(C2=CC=C(C=C2)O)=O)C=CC1)C 3-(dimethylamino)-N-(3-(4-hydroxybenzamido)-4-methylphenyl)benzamide